Cl.Cl.Cl.Cl.CCNCC[C@@H](CNCCCCNC[C@H](CCNCC)O)O (6S,15S)-3,8,13,18-tetraazaicosane-6,15-diol tetrahydrochloride